C(CCCCCCCCCCCCCCCCCCCCC)NCC1=CC=CC=C1 docosylbenzylamine